ClC1=CC=C(C=C1)[C@H](CC1=NOC(=N1)CN1N=CC(=C(C1=O)C)N(C)C)O (S)-2-((3-(2-(4-chlorophenyl)-2-hydroxyethyl)-1,2,4-oxadiazol-5-yl)methyl)-5-(dimethylamino)-4-methylpyridazin-3(2H)-one